2-Bromo-1-(2,2-dimethoxyethoxy)-3-fluorobenzene BrC1=C(C=CC=C1F)OCC(OC)OC